C12OCC(CC1)(CC2)CNC2=CC(=NC1=CC(=CC=C21)C2=NNC=C2)N N4-((2-oxabicyclo[2.2.2]octan-4-yl)methyl)-7-(1H-pyrazol-3-yl)quinoline-2,4-diamine